3-(5-(((R)-1-isobutylpiperidin-2-yl)methoxy)-1-oxoisoindolin-2-yl)piperidine-2,6-dione C(C(C)C)N1[C@H](CCCC1)COC=1C=C2CN(C(C2=CC1)=O)C1C(NC(CC1)=O)=O